N1=C(C=CC=C1)COC1CN(CC1)C=1C2=C(N=CN1)SC(=C2)C=2C(NC(NC2)=O)=O 5-[4-[3-(2-pyridylmethoxy)pyrrolidin-1-yl]thieno[2,3-d]pyrimidin-6-yl]-1H-pyrimidine-2,4-dione